S1C(=NC2=C1C=CC=C2)C(=O)N[C@H](C(=O)NC=2C(N(C=CC2)CC(=O)N[C@H]2[C@H]1CC[C@@H](C2)C1)=O)CCC(C(=O)NCC)=O (S)-2-(Benzo[d]thiazol-2-carboxamido)-N1-(1-(2-((1S,2R,4R)-bicyclo[2.2.1]heptan-2-ylamino)-2-oxoethyl)-2-oxo-1,2-dihydropyridin-3-yl)-N6-ethyl-5-oxohexandiamid